2,4,8,10a-tetraazanaphtho[2,1,8-cde]azulene C1N=C2C3=C4C(=NC=CN13)C=CC=C4N=C2